6-bromo-1-(3-cyanobenzyl)-4-methyl-2-oxo-N-(spiro[3.3]heptan-2-yl)-1,2-dihydro-1,8-naphthyridine-3-carboxamide BrC=1C=C2C(=C(C(N(C2=NC1)CC1=CC(=CC=C1)C#N)=O)C(=O)NC1CC2(C1)CCC2)C